(S)-(3-(1-amino-1,3-dihydrospiro[indene-2,4'-piperidin]-1'-yl)-6-(3-(5-amino-1H-indazol-1-yl)prop-1-yn-1-yl)pyrazin-2-yl)methanol N[C@@H]1C2=CC=CC=C2CC12CCN(CC2)C=2C(=NC(=CN2)C#CCN2N=CC1=CC(=CC=C21)N)CO